CC1(CCC(CC1)C=1SC(=CN1)C=O)C (2-(4,4-dimethylcyclohexyl)thiazol-5-yl)methanone